S1C=CC2=C1C(OCC21CC1)C (5'H,7'H-spiro[cyclopropane-1,4'-thieno[2,3-c]pyran]-7'-yl)methane